O=C(CC(=O)O)NC1=C(C=C(C=C1)C(F)(F)F)C1=NC=NC(=C1)C(F)(F)F 3-oxo-3-((4-(trifluoromethyl)2-(6-(trifluoromethyl)pyrimidin-4-yl)phenyl)amino)propionic acid